C(#N)/C(/C(=O)OCCCO)=C\C1=CN(C2=NC=CC=C21)CC2=CC(=CC=C2)C(F)(F)F 3-hydroxypropyl (E)-2-cyano-3-(1-(3-(trifluoromethyl)benzyl)-1H-pyrrolo[2,3-b]pyridin-3-yl)acrylate